CC1=C(C2=C(N=CN=C2NC2(CC2)C)O1)C(=O)N1CC(CC1)C=1C=NC=CC1 6-methyl-N-(1-methylcyclopropyl)-5-[3-(pyridin-3-yl)pyrrolidine-1-carbonyl]furo[2,3-d]pyrimidin-4-amine